C1(=CC=CC=C1)C(C(CC1=NC=CC=C1)C1=CC=CC=C1)O 1,2-diphenyl-3-(pyridin-2-yl)propan-1-ol